(RS)-4-(4-acryloyl-3,4-dihydro-2H-benzo[b][1,4]oxazin-8-yl)-5-fluoro-2,3-dimethyl-1H-indole-7-carboxamide C(C=C)(=O)N1C2=C(OCC1)C(=CC=C2)C2=C1C(=C(NC1=C(C=C2F)C(=O)N)C)C